CC1=C(SC(=N1)[N+]2=NC(=NN2C3=CC=CC=C3)C4=CC=CC=C4)C.[Br-] 3-(4,5-dimethylthiazole-2-yl)-2,5-diphenyltetrazolium bromide